FC(OC1=CC2=C(N=C(O2)NC2=NC3=C(N2C)C=CC(=C3)C(=O)NCCOC)C=C1)F 2-((6-(difluorometh-oxy)benzo[d]oxazol-2-yl)amino)-N-(2-meth-oxyethyl)-1-methyl-1H-benzo[d]imidazole-5-carboxamide